BrC1=C(N=C(N=N1)NC(=O)N1CCC(CC1)N1CCCCC1)C=1OC(=CC1)C N-(6-bromo-5-(5-methylfuran-2-yl)-1,2,4-triazin-3-yl)-[1,4'-bipiperidin]-1'-carboxamide